N(N)C1=NC=C(C#N)C=C1 6-hydrazinyl-nicotinonitrile